[N+](=O)([O-])C1=C(C=CC(=C1)[N+](=O)[O-])NO (2,4-dinitrophenyl)hydroxylamine